hexamethylenedi-melamine N1=C(NCCCCCCNC2=NC(=NC(=N2)N)N)N=C(N)N=C1N